C(C1=CC=CC=C1)(=O)O[C@H]1C=2C(=NN(C2C(CC1(F)F)F)CCCC(F)(F)F)C(F)(F)F [(4S)-5,5,7-trifluoro-1-(4,4,4-trifluorobutyl)-3-(trifluoromethyl)-6,7-dihydro-4H-indazol-4-yl] benzoate